C(C)(=O)OCC(COC1=C(C=C(C=C1Cl)S(=O)(=O)C1=CC=C(C=C1)OCC(CCl)OC(C)=O)Cl)OC(C)=O 3-(4-((4-(2-acetoxy-3-chloropropoxy)phenyl)sulfonyl)-2,6-dichlorophenoxy)propane-1,2-diyl diacetate